ClC1=CC(NN=C1)=O 5-chloropyridazin-3(2H)-one